The molecule is an oxime O-ether that is the (Z)-oxime derivative of 1-methyl-1H-tetrazol-5-yl phenyl ketone in which the hydrogen of the hydroxy group has been replaced by the N-tert-butoxycarbonyl derivative of a [6-(Boc-amino)pyridin-2-yl]methyl group. It is a novel fungicide developed for use on cereals. It has a role as an antifungal agrochemical. It is a carbamate ester, a member of tetrazoles, a member of pyridines, an oxime O-ether and a carbamate fungicide. CC(C)(C)OC(=O)NC1=CC=CC(=N1)CO/N=C(/C2=CC=CC=C2)\\C3=NN=NN3C